C(C#C)NC=1C(=NC(N([C@H]2C[C@H](O)[C@@H](CO)O2)C1)=O)N 5-propargylamino-2'-deoxycytidine